7-[(3R)-4-cyclobutyl-3-methylpiperazin-1-yl]-2-(4-ethyl-6-methylpyrazolo[1,5-a]pyrazin-2-yl)-4H-pyrido[1,2-a]pyrimidin-4-one C1(CCC1)N1[C@@H](CN(CC1)C=1C=CC=2N(C(C=C(N2)C2=NN3C(C(=NC(=C3)C)CC)=C2)=O)C1)C